NC(CCCCCCCCCCCCCC)(N)N triaminopentadecane